[Si](C)(C)(C(C)(C)C)OCCCN1C(=C(C2=C(C(=CC=C12)Cl)C=1C(=NN(C1C)C)CI)C)C(=O)OC Methyl 1-(3-((tert-butyldimethylsilyl)oxy)propyl)-5-chloro-4-(3-(iodomethyl)-1,5-dimethyl-1H-pyrazol-4-yl)-3-methyl-1H-indole-2-carboxylate